BrC=1C=C(C=C2CCCC12)CO (7-bromoindan-5-yl)methanol